stearyl-amine C(CCCCCCCCCCCCCCCCC)N